1-(2-amino-2-methylpropyl)-7-bromo-2-(ethoxymethyl)-1H-imidazo[4,5-c]quinolin-4-amine NC(CN1C(=NC=2C(=NC=3C=C(C=CC3C21)Br)N)COCC)(C)C